N[C@@H]1CN(CC[C@@H]1F)C1=NC2=C(N1CC(=O)N(C)C)C=CC(=C2)Cl 2-(2-((3R,4S)-3-amino-4-fluoropiperidin-1-yl)-5-chloro-1H-benzo[d]imidazol-1-yl)-N,N-dimethylacetamide